NCCC[Si](OCCOCCOC)(OCCOCCOC)OCCOCCOC aminopropyltri(methoxyethoxyethoxy)silane